FC=1C=C(C=CC1B1OC(C(O1)(C)C)(C)C)N1[C@@H](CCCC1)C (R)-1-(3-fluoro-4-(4,4,5,5-tetramethyl-1,3,2-dioxaborolan-2-yl)phenyl)-2-methylpiperidine